4,4'-(3,5-Pyridinediyldi-2,1-ethynediyl)bis(2-methoxyphenol) N1=CC(=CC(=C1)C#CC1=CC(=C(C=C1)O)OC)C#CC1=CC(=C(C=C1)O)OC